1-(3-furyl)methylamine O1C=C(C=C1)CN